5-(2-isopropylphenyl)-3-([4-[1-methyl-4-(trifluoromethyl)imidazol-2-yl]phenyl]methyl)-[1,3]thiazolo[4,5-d]pyrimidin-2-one C(C)(C)C1=C(C=CC=C1)C=1N=CC2=C(N1)N(C(S2)=O)CC2=CC=C(C=C2)C=2N(C=C(N2)C(F)(F)F)C